ClC1=C(CNC(/C=C/C2=CC(=C(C=C2)OC(C(C)C)=O)OC)=O)C=CC(=C1)Cl (E)-4-(3-((2,4-dichlorobenzyl)amino)-3-oxoprop-1-en-1-yl)-2-methoxyphenylisobutyrate